azetidin-1-yl-[(4S)-7,8-dichloro-6-(3-fluoro-2-pyridyl)-4-methyl-4H-[1,2,4]triazolo[1,5-a][1,4]benzodiazepin-2-yl]methanone N1(CCC1)C(=O)C1=NN2C([C@@H](N=C(C3=C2C=CC(=C3Cl)Cl)C3=NC=CC=C3F)C)=N1